SCCC[Si](OC)(OC)C r-mercaptopropyl-methyl-dimethoxysilane